(3,3-difluoro-1-methylcyclobutyl)-methanol FC1(CC(C1)(C)CO)F